2-(6-(2-(3-methylbenzylidene)hydrazinyl)-2-morpholino-9H-purin-9-yl)-1-(p-tolyl)Ethan-1-one CC=1C=C(C=NNC2=C3N=CN(C3=NC(=N2)N2CCOCC2)CC(=O)C2=CC=C(C=C2)C)C=CC1